C1(CCCCC1)NCCCCCCCNC=1C=C(C=CC1)N1C(NC(CC1)=O)=O 1-(3-((7-(cyclohexylamino)heptyl)amino)phenyl)dihydropyrimidine-2,4(1H,3H)-dione